FC=1C=C(C=C(C1O)F)CN1N=CC(=C1)CNC1=NC=2N([C@H](C(NC2C=N1)=O)C)C (7S)-2-(((1-(3,5-difluoro-4-hydroxyphenylmethyl)-1H-pyrazol-4-yl)methyl)amino)-7,8-dimethyl-7,8-dihydropteridin-6(5H)-one